N-(4-(8-amino-3-(4-aminobicyclo[2.2.1]heptan-1-yl)imidazo[1,5-a]pyrazin-1-yl)benzyl)-5-fluoro-2-methoxybenzamide NC=1C=2N(C=CN1)C(=NC2C2=CC=C(CNC(C1=C(C=CC(=C1)F)OC)=O)C=C2)C21CCC(CC2)(C1)N